(prop-2-yn-1-yl)thiophene-2-sulfonohydrazide C(C#C)C1=C(SC=C1)S(=O)(=O)NN